2-(phenylmethylthio)-5-bromopyridine C1(=CC=CC=C1)CSC1=NC=C(C=C1)Br